7-((2S,5R)-2-(2-hydroxyethyl)-5-methylpiperazin-1-yl)-4-methyl-2-(tetrahydro-2H-pyran-2-yl)-2,4-dihydro-5H-pyrazolo[4,3-b]pyridin-5-one OCC[C@@H]1N(C[C@H](NC1)C)C=1C=2C(N(C(C1)=O)C)=CN(N2)C2OCCCC2